Dipropylene glycol methyl-n-butyl ether CC(CCC)OC(C)COC(C)CO